C(C)(C)(C)OC(=O)C1CC(C1)O (1s,3s)-3-hydroxycyclobutane-1-carboxylic acid tert-butyl ester